(2S,4R)-4-((tert-butyldimethylsilyl)oxy)-1-(2'-methyl-[1,1'-biphenyl]-4-carbonyl)pyrrolidine-2-carboxylic acid methyl ester COC(=O)[C@H]1N(C[C@@H](C1)O[Si](C)(C)C(C)(C)C)C(=O)C1=CC=C(C=C1)C1=C(C=CC=C1)C